N-(4-{[6-(5-chloro-2-fluorophenyl)-3-[imino(methyl)oxo-λ6-sulfanyl]pyridazin-4-yl]amino}pyridin-2-yl)-3-(4-methylpiperazin-1-yl)propanamide ClC=1C=CC(=C(C1)C1=CC(=C(N=N1)S(=O)(C)=N)NC1=CC(=NC=C1)NC(CCN1CCN(CC1)C)=O)F